CC=1OC(=CC1C(=O)O)C=1C=NC=CC1 2-methyl-5-(pyridin-3-yl)furan-3-carboxylic acid